ClC1=C(C(=CC=2NC(=NC21)[C@@H](CC(=O)N)C2=CC=C(C=C2)S(=O)(=O)CC)Cl)N2CCC(CC2)(F)F (S)-3-(4,6-dichloro-5-(4,4-difluoropiperidin-1-yl)-1H-benzo[d]imidazol-2-yl)-3-(4-(ethylsulfonyl)phenyl)propanamide